C1(CC1)C1=CC=C(C=N1)C1=NOC(=C1COC1=CC=C(C=N1)C(=O)NC1CCOCC1)C 6-((3-(6-Cyclopropyl-3-pyridyl)-5-methyl-isoxazol-4-yl)methoxy)-N-tetrahydropyran-4-yl-pyridin-3-carboxamid